lithium acrylic acid maleate C(\C=C/C(=O)[O-])(=O)[O-].C(C=C)(=O)O.[Li+].[Li+]